ethyl 4-{[(4-methoxyphenyl)methyl]sulfanyl}-1H-imidazole-2-carboxylate COC1=CC=C(C=C1)CSC=1N=C(NC1)C(=O)OCC